FC1(OC2=C(O1)C=CC(=C2)C=O)F (2,2-difluorobenzo[d][1,3]dioxol-5-yl)methanone